N[S@@](=NC(CC=1C(=C2COC(C2=CC1C(C)C)=O)C(C)C)=O)(=O)C1=CN=C(S1)C(C)(C)O (S)-N-(amino(2-(2-hydroxypropan-2-yl)thiazol-5-yl)(oxo)-λ6-sulfaneylidene)-2-(4,6-diisopropyl-1-oxo-1,3-dihydroisobenzofuran-5-yl)acetamide